N-(3-(3,6-difluoropyridin-2-yl)-1-((1r,4r)-4-ethoxycyclohexyl)-1H-pyrazol-4-yl)-2-(1H-pyrazol-4-yl)thiazole-4-carboxamide succinate C(CCC(=O)O)(=O)O.FC=1C(=NC(=CC1)F)C1=NN(C=C1NC(=O)C=1N=C(SC1)C=1C=NNC1)C1CCC(CC1)OCC